CN1C(NC2=C1C=CC=C2)=O l-3-methyl-2-oxo-benzimidazol